2-bromo-4-fluoroaniline BrC1=C(N)C=CC(=C1)F